6-chloro-3-(chlorodifluoromethyl)-[1,2,4]triazolo[4,3-a]pyrazine tert-butyl-(6-(3-formylphenoxy)hexyl)carbamate C(C)(C)(C)N(C(O)=O)CCCCCCOC1=CC(=CC=C1)C=O.ClC=1N=CC=2N(C1)C(=NN2)C(F)(F)Cl